BrC=1C=C2N(N=CC(=C2Cl)C(=NC2=C(C=CC(=C2)F)Cl)N)C1 6-bromo-4-chloro-N'-(2-chloro-5-fluoro-phenyl)pyrrolo[1,2-b]pyridazine-3-carboxamidine